(S)-butan CCCC